CN1CC2=CC(=CC=C2CC1)NC(C1=CC(=CC=C1)CN1C(C2=CC=C(C=C2C=C1)C=1C(=NOC1)C)=O)=O N-(2-Methyl-1,2,3,4-tetrahydroisoquinolin-7-yl)-3-((6-(3-methylisoxazol-4-yl)-1-oxoisoquinolin-2(1H)-yl)methyl)benzamide